C(CCCCCCCCC)C(C(=O)O)(CCCC(CCCCCCC)OC(CCCN(C)C)=O)CCCCCCCCCCCCCC.CN(CCCC(=O)OC(CCCC(=O)OCCCCC(CCCCCCCCCCCC)CCCCCCCCCCCC)CCCCCCC)C 5-dodecylheptadecyl 5-((4-(dimethylamino)butanoyl)oxy)dodecanoate decyltetradecyl-6-((4-(dimethylamino)butanoyl)oxy)tridecanoate